FC=1C=C(C=CC1[N+](=O)[O-])CN (3-fluoro-4-nitrophenyl)methanamine